N1-(3-(1H-1,2,4-triazol-1-yl)propyl)-N4-cyclohexylbenzene-1,4-diamine N1(N=CN=C1)CCCNC1=CC=C(C=C1)NC1CCCCC1